[(1-oxo-2-propenyl)amino]-1-propanesulfonic acid O=C(C=C)NC(CC)S(=O)(=O)O